O.CNC(=O)C1=NC=CC=C1 N-methylpyridine-2-carboxamide monohydrate